CC(CNCC(C)(C)C)(C)N1C=NC=C1 1-(2-methyl-1-(neopentylamino)propan-2-yl)-1H-imidazol